COC1=C(C2=C(CCO2)C(=C1)CCN)OC 2-(6,7-dimethoxy-2,3-dihydrobenzofuran-4-yl)ethan-1-amine